(4-(4-ethoxy-1-methylpiperidin-4-yl)phenyl)(4-(4-(trifluoromethyl)phenyl)piperidin-1-yl)methanone C(C)OC1(CCN(CC1)C)C1=CC=C(C=C1)C(=O)N1CCC(CC1)C1=CC=C(C=C1)C(F)(F)F